(7-furan-3-yl-4-methoxy-thiazolo[4,5-c]pyridin-2-yl)-amid O1C=C(C=C1)C=1C2=C(C(=NC1)OC)N=C(S2)[NH-]